C(#N)C1N(CC(C1)(F)F)C(CNC(C1=C(C=NC=C1)C=C(C)C1=CC=C(C=C1)OC(F)(F)F)=O)=O N-(2-(2-cyano-4,4-difluoropyrrolidin-1-yl)-2-oxoethyl)-3-(2-(4-(trifluoromethoxy)phenyl)prop-1-en-1-yl)isonicotinamide